(S)-1-(3-((6-(4-ethylpiperazin-1-yl)pyrimidin-4-yl)amino)pyrrolidin-1-yl)prop-2-en-1-one C(C)N1CCN(CC1)C1=CC(=NC=N1)N[C@@H]1CN(CC1)C(C=C)=O